(2R,3S,5R)-5-(4-amino-2-chloro-7H-pyrrolo[2,3-d]pyrimidin-7-yl)-2-(((tert-butyldimethylsilyl)oxy)methyl)-2-ethynyltetrahydrofuran-3-yl 2-phenylacetate C1(=CC=CC=C1)CC(=O)O[C@@H]1[C@@](O[C@H](C1)N1C=CC2=C1N=C(N=C2N)Cl)(C#C)CO[Si](C)(C)C(C)(C)C